N-(5-((3-(4-(7-fluoroquinolin-4-yl)piperazine-1-carbonyl)piperidin-1-yl)sulfonyl)pyridin-2-yl)acetamide FC1=CC=C2C(=CC=NC2=C1)N1CCN(CC1)C(=O)C1CN(CCC1)S(=O)(=O)C=1C=CC(=NC1)NC(C)=O